2-(2-oxo-4-phenyl-1-pyrrolidinyl)acetamide O=C1N(CC(C1)C1=CC=CC=C1)CC(=O)N